N1C=C(C2=CC=CC=C12)C1=NC(=NC=C1C(F)(F)F)C1(CC(=C(C=C1)N(C)CCN(C)C)N)N 4-(4-(1H-indol-3-yl)-5-(trifluoromethyl)pyrimidin-2-yl)-N1-(2-(dimethylamino)ethyl)-N1-methylbenzene-1,2,4-triamine